5-Amino-pyridin-3-yl (R)-4-(3-fluoro-5-(trifluoro-methyl)benzyl)-2-methyl-piperazine-1-carboxylate FC=1C=C(CN2C[C@H](N(CC2)C(=O)OC=2C=NC=C(C2)N)C)C=C(C1)C(F)(F)F